ClC=1C=CC=C2[C@H](CCOC12)NC(=O)NC=1N=C(SC1)C1=CC(=C(C(=O)OC)C=C1)OC methyl 4-[4-[[(4S)-8-chlorochroman-4-yl] carbamoylamino] thiazol-2-yl]-2-methoxy-benzoate